(S)-2-((((9H-fluoren-9-yl)methoxy)carbonyl)amino)-3-(1-(tert-butoxycarbonyl)-1H-pyrrolo[2,3-c]pyridin-3-yl)propanoic acid C1=CC=CC=2C3=CC=CC=C3C(C12)COC(=O)N[C@H](C(=O)O)CC1=CN(C2=CN=CC=C21)C(=O)OC(C)(C)C